NC=1C=2N(C3=CC(=CC=C3N1)C(=O)N(C)[C@@H]1COCC3=CC(=CC=C13)Br)C=NC2C (S)-4-amino-N-(7-bromoisochroman-4-yl)-N,3-dimethylimidazo[1,5-a]quinoxaline-8-carboxamide